(1R,2S)-1-cyclopentyl-1-phenylpropan-2-yl (3-acetoxy-4-methoxypyridine-2-carbonothioyl)-L-alaninate C(C)(=O)OC=1C(=NC=CC1OC)C(=S)N[C@@H](C)C(=O)O[C@H]([C@@H](C1=CC=CC=C1)C1CCCC1)C